N-(2-(1-(3,5'-Dichloro-4-((3,5-difluoropyridin-2-yl)methoxy-d2)-6-methyl-2-oxo-2H-[1,4'-bipyridine]-2'-yl)-4-fluoro-1H-pyrazol-3-yl)propan-2-yl)acetamide ClC=1C(N(C(=CC1OC([2H])([2H])C1=NC=C(C=C1F)F)C)C1=CC(=NC=C1Cl)N1N=C(C(=C1)F)C(C)(C)NC(C)=O)=O